(2-((2-heptylmethylene)methoxy)ethyl)benzene CC(CCCCC)C=COCCC1=CC=CC=C1